BrC1=CC=CC(=N1)SCC1=C(C=C(C#N)C=C1)F 4-(((6-bromopyridin-2-yl)thio)methyl)-3-fluorobenzonitrile